4-amino-N-((tetrahydrofuran-3-yl)methyl)-N-((5-(trifluoromethyl)pyridin-2-yl)methyl)imidazo[1,5-a]quinoxaline-8-carboxamide NC=1C=2N(C3=CC(=CC=C3N1)C(=O)N(CC1=NC=C(C=C1)C(F)(F)F)CC1COCC1)C=NC2